C(=O)(OC(C)(C)C)N1CCN(CC1)C1=CC=C(C=C1)B(O)O 4-(4-Boc-piperazino)phenylboronic acid